3-((L-seryl)amino)-3,3-dideutero-1-propanesulfonic acid N[C@@H](CO)C(=O)NC(CCS(=O)(=O)O)([2H])[2H]